C(C)OC(CC1=C(C=CC=C1)OCC=1N(N=C2C=CC(=CC12)C1=C2C=CN=C(C2=CC=C1)N)CC1CNC1)=O 2-(2-((5-(1-aminoisoquinolin-5-yl)-2-(azetidin-3-ylmethyl)-2H-indazol-3-yl)methoxy)phenyl)acetic acid ethyl ester